C(C)(C)C=1C=CC2=C(N=[13C](O2)C2=CC=CC=C2)C1 5-isopropyl-2-phenylbenzoxazole-13C